[6-(5-cyclopropyl-4H-1,2,4-triazol-3-yl)-2-azaspiro[3.3]heptan-2-yl]-[6-[4-dimethylphosphoryl-2-(trifluoromethyl)benzyl]-2-azaspiro[3.3]heptan-2-yl]methanone C1(CC1)C=1NC(=NN1)C1CC2(CN(C2)C(=O)N2CC3(C2)CC(C3)CC3=C(C=C(C=C3)P(=O)(C)C)C(F)(F)F)C1